tert-butyl-(2R,4R)-4-((6-((1-(tert-butyl)-3-methyl-1H-pyrazol-5-yl) amino)-5-fluoro pyridin-2-yl) methyl)-2-methylpiperidine-4-carboxylate C(C)(C)(C)OC(=O)[C@]1(C[C@H](NCC1)C)CC1=NC(=C(C=C1)F)NC1=CC(=NN1C(C)(C)C)C